FC(C=1C=C(C=CC1F)C=1C=C2C(=NC1)C=NN2CC2=NOC(=N2)C)F 3-[[6-[3-(Difluoromethyl)-4-fluoro-phenyl]pyrazolo[4,3-b]pyridin-1-yl]methyl]-5-methyl-1,2,4-oxadiazole